FC1=C(C=C(C=C1)F)NS(=O)(=O)C1=CNC2=CC(=CC=C12)S(=O)(=O)C N-(2,5-difluorophenyl)-6-(methylsulfonyl)-1H-indole-3-sulphonamide